FC(C#CCO)(F)F 4,4,4-Trifluoro-2-butyn-1-ol